2,6-di-t-butyl-alpha-dimethylamino-p-cresol C(C)(C)(C)C1=CC(=CC(=C1O)C(C)(C)C)CN(C)C